(2R)-2-(5-fluoro-2-methoxyphenyl)-4-hydroxypyrrolidine-1-carboxylic acid tert-butyl ester C(C)(C)(C)OC(=O)N1[C@H](CC(C1)O)C1=C(C=CC(=C1)F)OC